CC=1C=CC(=NC1)C1=NN=NN1 5-[5-methyl-2-pyridinyl]Tetrazole